3-trifluoromethanesulfonyloxy-5,5-dimethyl-4,5-dihydroisoxazole FC(S(=O)(=O)OC1=NOC(C1)(C)C)(F)F